N1(CCNCC1)C1CN(C1)C(=O)OCCCC butyl 3-(piperazin-1-yl)azetidine-1-carboxylate